[Ga].[Si].[Si]=O silicon oxide silicon gallium